C1(CC1)N1C2=C(C(C3=CC(=C(C=C13)CNC(C)C)F)=O)C1=CC3=C(C(N1C2)=O)COC([C@]3(O)CC)=O (S)-11-cyclopropyl-4-ethyl-8-fluoro-4-hydroxy-9-((isopropylamino)methyl)-1H-pyrano[3',4':6,7]indolizino[2,1-b]quinoline-3,6,14(4H,11H,12H)-trione